2-methyl-7-((2-methyl-4-(4-(trifluoromethyl)piperidin-1-yl)phenyl)amino)-2H-benzo[b][1,4]oxazin-3(4H)-one CC1C(NC2=C(O1)C=C(C=C2)NC2=C(C=C(C=C2)N2CCC(CC2)C(F)(F)F)C)=O